ClC1=CC=CC2=C1NC(=N2)C(=O)O 7-chloro-1H-benzimidazole-2-carboxylic acid